3-(1-(4-((9-isopropylisoxazolo[5,4-h]quinazolin-2-yl)amino)phenyl)piperidin-4-yl)propan-1-ol C(C)(C)C1=NOC2=CC=C3C=NC(=NC3=C21)NC2=CC=C(C=C2)N2CCC(CC2)CCCO